tert-Butyl N-(2-bromo-6-chloro-4,5-dimethyl-3-pyridyl)carbamate BrC1=NC(=C(C(=C1NC(OC(C)(C)C)=O)C)C)Cl